OC(CCCCCCCC(=O)O)CCCCCCCCC 9-hydroxy-stearic acid